N-aminopropyl-Amine NNCCC